1-((3-chloro-1-((2-methyl-2H-tetrazol-5-yl)methyl)-1H-pyrrolo[2,3-b]pyridin-4-yl)methyl)-3-(4-methoxy-3-(pentyloxy)phenyl)tetrahydropyrimidin-2(1H)-one ClC1=CN(C2=NC=CC(=C21)CN2C(N(CCC2)C2=CC(=C(C=C2)OC)OCCCCC)=O)CC=2N=NN(N2)C